2-(((5-fluoropyridin-2-yl)amino)-2-oxoethyl)-N-methyl-N-(2-morpholinoethyl)-7-oxo-4,7-dihydropyrazolo[1,5-a]pyrimidine-5-carboxamide FC=1C=CC(=NC1)NC(CC1=NN2C(NC(=CC2=O)C(=O)N(CCN2CCOCC2)C)=C1)=O